CC1(C2CC(CC12)C(=O)O)C 6,6-dimethylbicyclo[3.1.0]hexane-3-carboxylic acid